tert-butyl (2R,3S,4S)-4-[(tert-butoxycarbonyl)oxy]-3-[({2-[(3R,4R)-3,4-diacetamidopyrrolidin-1-yl]ethyl}carbamoyl)oxy]-2-[(4-methoxyphenyl) methyl]pyrrolidine-1-carboxylate C(C)(C)(C)OC(=O)O[C@@H]1[C@H]([C@H](N(C1)C(=O)OC(C)(C)C)CC1=CC=C(C=C1)OC)OC(NCCN1C[C@H]([C@@H](C1)NC(C)=O)NC(C)=O)=O